[N+](=O)([O-])C1=CC=C(C(=O)[O-])C=C1.C[NH+](CCCCCCCCCCCCCCCC)C Dimethylpalmitylammonium 4-nitrobenzoate